C1(CC1)C1=CC=C2C=CC=NC2=C1 7-Cyclopropylquinoline